2-oxo-2-[(2R,5S)-5-methyl-2-[3-(4-methylpiperazin-1-yl)phenyl]-1-piperidyl]acetamide O=C(C(=O)N)N1[C@H](CC[C@@H](C1)C)C1=CC(=CC=C1)N1CCN(CC1)C